bromo-[2-(1-cyclopropyl-6-oxo-3-pyridyl)tetrahydropyran-4-yl]zinc Br[Zn]C1CC(OCC1)C1=CN(C(C=C1)=O)C1CC1